O=C(C(CC(=O)O)NC(CN1CCN(CC1)S(=O)(=O)C1=CC=CC=C1)=O)COC1=C(C(=CC(=C1F)F)F)F 4-Oxo-3-(2-(4-(phenylsulfonyl)piperazin-1-yl)acetamido)-5-(2,3,5,6-tetrafluorophenoxy)pentanoic Acid